CC(=CCCC(C)(O)C1OC1)C 6-Methyl-2-(oxiran-2-yl)hept-5-en-2-ol